(S)-5-methyl-N-(3-(1-((2-(pyridin-3-yl)-2H-pyrazolo[3,4-b]pyrazin-6-yl)amino)ethyl)phenyl)nicotinamide CC=1C=NC=C(C(=O)NC2=CC(=CC=C2)[C@H](C)NC=2C=NC=3C(N2)=NN(C3)C=3C=NC=CC3)C1